C(C(C)C)OC(C=C)=O.C(C)C=1C(=CC(=C(N)C1)OC)N1CCC(CC1)CCCC(CCC=[N+]=[N-])C 5-ethyl-2-methoxy-4-(4-(4-methyl-diazohept-1-yl)piperidin-1-yl)aniline i-Butyl-Acrylate